(R)-1-(1-(2,4-dichlorophenyl)ethyl)-4-(difluoromethoxy)-1H-benzo[d][1,2,3]triazole ClC1=C(C=CC(=C1)Cl)[C@@H](C)N1N=NC2=C1C=CC=C2OC(F)F